(5-(4-aminopyrimidin-2-yl)thiophen-3-yl)methanol NC1=NC(=NC=C1)C1=CC(=CS1)CO